methyl-6-oxo-4,5,6,7-tetrahydro-2H-pyrazolo[3,4-b]Pyridine-5-carbonitrile CN1N=C2NC(C(CC2=C1)C#N)=O